BrC=1C(=NC(=CC1)C)OCC(C(=O)OC)(C)C methyl 3-((3-bromo-6-methylpyridin-2-yl) oxy)-2,2-dimethylpropionate